CC1=C(C=C(C=C1)C(F)(F)F)B(O)O (2-methyl-5-(trifluoromethyl)phenyl)boronic acid